Lithium acrylamido-2-methyl-1-propanesulfonate C(C=C)(=O)NC(C(C)C)S(=O)(=O)[O-].[Li+]